C(C)(C)(C)OC(=O)N(CCOC1=C(C=CC=C1)C1=CC(=CC=C1)C[C@@H]1N(CC2(CC2)[C@@H]1NS(=O)(=O)C(F)F)C(=O)OC(C)(C)C)C tert-butyl (6S,7S)-6-((2'-(2-((tert-butoxycarbonyl)(methyl)amino)ethoxy)-[1,1'-biphenyl]-3-yl)methyl)-7-((difluoromethyl)sulfonamido)-5-azaspiro[2.4]heptane-5-carboxylate